1-(2-(3,5-dimethylisoxazol-4-yl)-3-(4-(4-methoxypiperidin-1-yl)phenyl)-7-methylquinolin-5-yl)ethan-1-one CC1=NOC(=C1C1=NC2=CC(=CC(=C2C=C1C1=CC=C(C=C1)N1CCC(CC1)OC)C(C)=O)C)C